S1C=NC2=C1C(=CC=C2)N2CC1(CNC1)C(C2)C=2OC(=NN2)CC2=CC(=C(C=C2)Cl)Cl 2-(6-(benzo[d]thiazol-7-yl)-2,6-diazaspiro[3.4]octan-8-yl)-5-(3,4-dichlorobenzyl)-1,3,4-oxadiazole